ClC=1C(=NC(=NC1)NC1CCOCC1)C1=CC=C2CN(C(C2=C1)=O)[C@@H](C(=O)N[C@H](C)C1=CC(=C(C=C1)F)OC)CO (2R)-2-(6-{5-chloro-2-[(oxacyclohex-4-yl)amino]pyrimidin-4-yl}-1-oxo-2,3-dihydro-1H-isoindol-2-yl)-N-[(1R)-1-(4-fluoro-3-methoxyphenyl)ethyl]-3-hydroxypropionamide